CCCCCCCCCCCCCC tetradecane